tert-butyl 4'-(4-cyano-3-methylphenyl)-5,6-dihydro-[3,3'-bipyridine]-1(2H)-carboxylate C(#N)C1=C(C=C(C=C1)C1=C(C=NC=C1)C=1CN(CCC1)C(=O)OC(C)(C)C)C